CN1C(C=2C=3C=4C=CC=CC4N(CC[C@H](OCCN4C5=CC=CC=C5C(C2C1=O)=C4)COC(C4=CC=CC=C4)(C4=CC=CC=C4)C4=CC=CC=C4)C3)=O (18S)-4-methyl-18-[(triphenylmethoxy)methyl]-17-oxa-4,14,21-triazahexacyclo[19.6.1.1^{7,14}.0^{2,6}.0^{8,13}.0^{22,27}]nonacosa-1(28),2(6),7(29),8,10,12,22(27),23,25-nonaene-3,5-dione